Cl.Cl.N[C@H](C(=O)OCC1=CC(=NC(=C1)Cl)Cl)CC=1C=NC=C(C1)O (2,6-Dichloropyridin-4-yl)methyl (S)-2-amino-3-(5-hydroxypyridin-3-yl)propanoate dihydrochloride